(R)-2-(2-((6-(1-aminoisoquinolin-7-yl)-2,3-dihydro-1H-inden-1-yl)oxy)-4-(trifluoromethyl)phenyl)acetic acid ethyl ester C(C)OC(CC1=C(C=C(C=C1)C(F)(F)F)O[C@@H]1CCC2=CC=C(C=C12)C1=CC=C2C=CN=C(C2=C1)N)=O